(E)-resveratrol C1(=CC(O)=CC(O)=C1)\C=C\C1=CC=C(O)C=C1